C(#N)CC1=C(C=C(C=C1)N1CCN(CC1)C(=O)OC(C)(C)C)C tert-Butyl 4-(4-(cyanomethyl)-3-methylphenyl)piperazine-1-carboxylate